C(C)C1OCC1CO Ethyl-3-hydroxymethyloxetan